C[Si](C(C)(C)C)(C)Cl dimethyl-tertbutyl-silyl chloride